tert-butyl 2-methyl-5-[6-methyl-7-[[4-methyl-6-(methylamino) pyrimidin-2-yl] amino]-2,3-dihydro-1,4-benzodioxin-5-yl]-2,3,4,7-tetrahydroazepine-1-carboxylate CC1N(CC=C(CC1)C1=C(C(=CC=2OCCOC21)NC2=NC(=CC(=N2)C)NC)C)C(=O)OC(C)(C)C